NC1=C(CN(C2CC(CCC2)(O)O)C)C=C(C=C1Br)Br 3-[(2-amino-3,5-dibromobenzyl)-methyl-amino]-cyclohexanediol